[O].[S].[Mg].[Ca] calcium magnesium sulfur oxygen